6-{[(1R)-1-(4-Chlorophenyl)-7-fluoro-5-[1-hydroxy-1-(1-methyl-1H-imidazol-4-yl)propyl]-1-(2-hydroxyethoxy)-3-oxo-2,3-dihydro-1H-isoindol-2-yl]methyl}pyridin-3-carbonitril ClC1=CC=C(C=C1)[C@@]1(N(C(C2=CC(=CC(=C12)F)C(CC)(C=1N=CN(C1)C)O)=O)CC1=CC=C(C=N1)C#N)OCCO